N-(1-((1S,2S)-2-fluorocyclopropyl)-2-oxo-1,2-dihydropyridin-3-yl)-6-isopropoxy-2-((1S,4S)-1-methyl-2-oxabicyclo[2.2.1]heptan-4-yl)-2H-indazole-5-carboxamide F[C@@H]1[C@H](C1)N1C(C(=CC=C1)NC(=O)C1=CC2=CN(N=C2C=C1OC(C)C)[C@@]12CO[C@@](CC1)(C2)C)=O